N1C(C(CC(C1=O)([2H])[2H])[2H])=O piperidine-2,6-dione-3,5,5-d3